C(CCCCCCCC=CCC=CCCCCC)(=O)O 9,12-OCTADECADIENOIC ACID